4-[4-[6-(cyclobutoxy)-5-methoxy-2-pyridinyl]-2,6-difluoro-N-methyl-anilino]butyric acid C1(CCC1)OC1=C(C=CC(=N1)C1=CC(=C(N(C)CCCC(=O)O)C(=C1)F)F)OC